(2S,3R,4R)-2-(2-(hex-1-yn-1-yl)-6-(methylamino)-8-(thiophen-2-yl)-9H-purin-9-yl)tetrahydrofuran-3,4-diol C(#CCCCC)C1=NC(=C2N=C(N(C2=N1)[C@H]1OC[C@H]([C@H]1O)O)C=1SC=CC1)NC